TrimethylolHexylacetone C(O)C(CCCCCCC(C)=O)(CO)CO